4-chloro-N1-[(3,4-difluorophenyl)methyl]-N3-phenylbenzene-1,3-dicarboxamide ClC1=C(C=C(C=C1)C(=O)NCC1=CC(=C(C=C1)F)F)C(=O)NC1=CC=CC=C1